ClC1=CN=C2C(=N1)N(N=C2)C(C)(C)C2CC2 6-chloro-1-(2-cyclopropylprop-2-yl)-1H-pyrazolo[3,4-b]Pyrazine